OC1CC(C1)C(=O)OC methyl 3-hydroxycyclobutane-1-carboxylate